C[Si](C(F)(F)F)C(F)(F)F methylbistrifluoromethyl-silicon